COC(C(C[C@@H](C)[C@H]1CC[C@H]2[C@@H]3[C@@H](C[C@@H]4C[C@@H](CC[C@]4(C)[C@H]3CC[C@]12C)O)O)F)=O fluoro-3α,7α-dihydroxy-5β-cholanic acid methyl ester